4-(4-chlorophenyl)-4-methyl-piperidine hydrochloride Cl.ClC1=CC=C(C=C1)C1(CCNCC1)C